NC1=C(C(O)=C(C=C1)N)O 3,6-Diaminocatechol